C(C)OC1=NC=CC=C1C1=NC(=C(C=C1)N1CC2(C1)CC(CC2)NC2=C(C=C(C=C2)F)C(F)(F)F)C(=O)NC2CN(C2)C 2'-ethoxy-5-(6-((4-fluoro-2-(trifluoromethyl)phenyl)amino)-2-azaspiro[3.4]octan-2-yl)-N-(1-methylazetidin-3-yl)-[2,3'-bipyridine]-6-carboxamide